C(C)OC1=CC=C(C=C1)C(CN1CN(C=C1)C)=O 3-[2-(4-ethoxyphenyl)-2-oxoethyl]-1-methylimidazole